ClC1=C(C=C2C=C(N=CC2=C1)NC(=O)C1C(C1)C1=NC=CC=C1)C1CCN(CC1)[C@]1(COC[C@H]1F)C N-(7-chloro-6-(1-((3S,4S)-4-fluoro-3-methyltetrahydrofuran-3-yl)piperidin-4-yl)isoquinolin-3-yl)-2-(pyridin-2-yl)cyclopropane-1-carboxamide